amino-pyrimidyl-quinoline NC=1C(=NC2=CC=CC=C2C1)C1=NC=CC=N1